BrC=1C=C(C(=NC1)Cl)C(OC)OC 5-bromo-2-chloro-3-(dimethoxymethyl)pyridine